((1-(pyridin-2-yl)-1H-1,2,3-triazol-4-yl)methyl)oxazole-4-carboxylic acid N1=C(C=CC=C1)N1N=NC(=C1)CC=1OC=C(N1)C(=O)O